ClC1=C(C=2N=C(N=C(C2C=N1)N1C[C@](CCC1)(C)NC(OC(C)(C)C)=O)SC)C tert-Butyl (R)-(1-(7-chloro-8-methyl-2-(methylthio)pyrido[4,3-d]pyrimidin-4-yl)-3-methylpiperidin-3-yl)carbamate